6-bromo-3-fluoro-N-(4-fluorophenyl)-1-tetrahydropyran-2-yl-indazol-5-amine BrC1=C(C=C2C(=NN(C2=C1)C1OCCCC1)F)NC1=CC=C(C=C1)F